CN1N=CC2=C(C=CC(=C12)/C=C/C(=O)N1CCOCC1)NC1=NC=C(C(=N1)NC)C(F)(F)F (E)-3-(1-methyl-4-((4-(methylamino)-5-(trifluoromethyl)pyrimidin-2-yl)amino)-1H-indazol-7-yl)-1-morpholinoprop-2-en-1-one